N-(3-(Azetidin-1-ylsulfonyl)pyridin-2-yl)-4-(5-isopropoxypyridin-2-yl)thiazol-2-amine N1(CCC1)S(=O)(=O)C=1C(=NC=CC1)NC=1SC=C(N1)C1=NC=C(C=C1)OC(C)C